bis(2,6-dichlorobenzoyl)-1-naphthylphosphine oxide ClC1=C(C(=O)P(C2=CC=CC3=CC=CC=C23)(C(C2=C(C=CC=C2Cl)Cl)=O)=O)C(=CC=C1)Cl